N-[2-chloro-4-fluoro-5-[4-(3-fluoropropyl)-5-oxo-4,5-dihydro-1H-tetrazol-1-yl]phenyl]ethanesulfonamide ClC1=C(C=C(C(=C1)F)N1N=NN(C1=O)CCCF)NS(=O)(=O)CC